FC=1C=C(C=C(C1O)OC)C1=CC(=CC=2N(C(N(C21)C)=O)CC(=O)NC2=CC=C(C=C2)F)OC 2-(4-(3-fluoro-4-hydroxy-5-methoxyphenyl)-6-methoxy-3-methyl-2-oxo-2,3-dihydro-1H-benzo[d]imidazol-1-yl)-N-(4-fluorophenyl)acetamide